N1=CC=CC2=CC=CC(=C12)NC(=O)C1=CC=CC2=CC=CC=C12 N-(8-quinolinyl)-1-naphthamide